1-(4-Nitro-2-(1-methyl-1H-tetrazol-5-yl)phenyl)pentan-1-ol [N+](=O)([O-])C1=CC(=C(C=C1)C(CCCC)O)C1=NN=NN1C